C=CC(=O)Br bromoacrolein